propanoic acid, potassium salt [K+].C(CC)(=O)[O-]